tert-butyl (S)-2-(ethoxymethyl)indoline-1-carboxylate C(C)OC[C@H]1N(C2=CC=CC=C2C1)C(=O)OC(C)(C)C